[Ta].[La].[Li] Lithium Lanthanum Tantalum